ClC1=C(C=C(C=C1)NC(=O)N1C2CCC(CC1(C2)C(=O)NNC(COC)=O)C)C2=NN(C=N2)C N-(4-chloro-3-(1-methyl-1H-1,2,4-triazol-3-yl)phenyl)-1-(2-(2-methoxyacetyl)hydrazinecarbonyl)-3-methyl-7-azabicyclo[4.1.1]octane-7-carboxamide